CC=1N=NC2=C(C=CC=C2C1)C(=O)[O-] 3-Methylcinnoline-8-carboxylate